C[C@@]12CN(C[C@@H](CC1)N2)C2=NC=NC1=CC=CC=C21 4-((1S,5R)-1-methyl-3,8-diazabicyclo[3.2.1]octan-3-yl)quinazoline